N-{5-cyano-4-pyrazolo[1,5-a]Pyridin-3-ylpyrimidin-2-yl}-4-[3-dimethylaminoazetidin-1-yl]-6-methoxybenzene-1,3-diamine C(#N)C=1C(=NC(=NC1)NC1=CC(=C(C=C1OC)N1CC(C1)N(C)C)N)C=1C=NN2C1C=CC=C2